6-chloro-1,2,3,4-tetrahydroisoquinolin-7-amine ClC=1C=C2CCNCC2=CC1N